C/C=[N+](/O)\\[O-] The molecule is an aci-nitro compound that is the predominant form of ethylnitronate at pH 7.3 (according to Marvin v 6.2.0.). It is a conjugate acid of an aci-nitroethane(1-). It is a tautomer of a nitroethane.